3,4-diaminophenylether NC=1C=C(C=CC1N)OC1=CC(=C(C=C1)N)N